2-bromopropane-dial BrC(C=O)C=O